C/C(/C(=O)O)=C/C=C\C(=O)OC monomethyl-[(2Z,4Z)-6-methoxy-6-oxohexa-2,4-dienoic acid]